CN1C=C(C=2C=NC=CC21)C=O (1-methyl-1H-pyrrolo[3,2-c]pyridin-3-yl)methanone